NC([C@H](CCC(=O)OC(C)(C)C)N1C(C2=CC=CC(=C2C1)OCC1=CC=C(C=C1)CN1CCC(CC1)C(NCCOC)=O)=O)=O (S)-tert-Butyl 5-amino-4-(4-((4-((4-((2-methoxyethyl)carbamoyl)piperidin-1-yl)methyl)benzyl)oxy)-1-oxoisoindolin-2-yl)-5-oxopentanoate